(2-cyano-4-fluoro-phenyl)sulfanyl-6-[1-(4-hydroxycyclohexyl)-5-methyl-pyrazol-4-yl]pyrazolo[1,5-a]pyridine-3-carbonitrile C(#N)C1=C(C=CC(=C1)F)SC1=NN2C(C=CC(=C2)C=2C=NN(C2C)C2CCC(CC2)O)=C1C#N